(1R,3S,5R)-2-(2-(3-acetyl-5-(2-aminopyrimidin-5-yl)-1H-pyrazolo[3,4-c]pyridin-1-yl)acetyl)-N-(6-bromo-5-fluoro-3-methylpyridin-2-yl)-5-methyl-2-azabicyclo[3.1.0]hexane-3-carboxamide C(C)(=O)C1=NN(C2=CN=C(C=C21)C=2C=NC(=NC2)N)CC(=O)N2[C@@H]1C[C@@]1(C[C@H]2C(=O)NC2=NC(=C(C=C2C)F)Br)C